(2S,4R)-4-fluoropyrrolidine-1,2-dicarboxylic acid 1-(tert-butyl) ester 2-methyl ester COC(=O)[C@H]1N(C[C@@H](C1)F)C(=O)OC(C)(C)C